NC1=CC=C(C2=CC=CC=C12)N 1,4-diamino-naphthalene